2-chloro-5-{[(3,3-dimethylbutyryl)amino]methyl}-N-(1-ethyl-1H-indazol-4-yl)benzamide ClC1=C(C(=O)NC2=C3C=NN(C3=CC=C2)CC)C=C(C=C1)CNC(CC(C)(C)C)=O